S(O)(O)(=O)=O.C1(CC1)C(=O)N cyclopropanecarboxamide, sulfuric acid salt